FC(S(=O)(=O)C1=CC=C(C=C1)S(=O)(=O)NC1=C(C=CC=C1)N1CCC(CC1)C)F 4-((difluoromethyl)sulfonyl)-N-(2-(4-methylpiperidin-1-yl)phenyl)benzenesulfonamide